C1(CC1)C1=C(C(=NO1)C1=C(C=CC=C1)OC(F)(F)F)COC1CCN(CC1)C1=CC=C(C(=O)OCC)C=C1 Ethyl 4-(4-((5-cyclopropyl-3-(2-(trifluoromethoxy)phenyl)isoxazol-4-yl)methoxy)piperidin-1-yl)benzoate